C12=CC=C(N1)C=C1C=CC(=N1)C=C1C=CC(N1)=CC=1C3=C(C(N1)=C2)C=CC=C3 benzoporphyrin